5-(2-(((tert-butyldimethylsilyl)oxy)methyl)thieno[3,2-b]pyridin-7-yl)-7-cyano-2H-benzo[b][1,4]oxazin [Si](C)(C)(C(C)(C)C)OCC1=CC2=NC=CC(=C2S1)C1=CC(=CC=2OCC=NC21)C#N